tert-butyl 4-((5-cyclopropyl-3-(2-(trifluoromethoxy)phenyl)isoxazol-4-yl)methoxy)-3,3-difluoropiperidine-1-carboxylate C1(CC1)C1=C(C(=NO1)C1=C(C=CC=C1)OC(F)(F)F)COC1C(CN(CC1)C(=O)OC(C)(C)C)(F)F